N(=[N+]=[N-])C=1C=C(C(=C(C=O)C1)OC1=CC=C(C=C1)OC)F 5-azido-3-fluoro-2-(4-methoxyphenyloxy)benzaldehyde